ClC=1C=CC(=NC1)N1C2=CC=CC=C2OC=2C=CC=CC12 10-(5-chloropyridin-2-yl)-10H-phenoxazine